2,2-di-sec-butyl-1,3-dimethoxypropane C(C)(CC)C(COC)(COC)C(C)CC